N-(2-(1-((5-(2,4-dioxotetrahydropyrimidin-1(2H)-yl)pyridin-3-yl)methyl)piperidin-4-yl)-5-(2-hydroxypropane-2-yl)benzo[d]thiazol-6-yl)-6-(trifluoromethyl)nicotinamide O=C1N(CCC(N1)=O)C=1C=C(C=NC1)CN1CCC(CC1)C=1SC2=C(N1)C=C(C(=C2)NC(C2=CN=C(C=C2)C(F)(F)F)=O)C(C)(C)O